C(C)(C)(C)OC(=O)N[C@H](CC1=CN(C2=CC=CC=C12)C)C(=O)OCC1CCN(CC1)C(=O)OC(C)(C)C tert-butyl 4-(((Nα-(tert-butoxycarbonyl)-1-methyl-D-tryptophyl)oxy)methyl)piperidine-1-carboxylate